(8-methoxy-3-methylquinolin-6-yl)methanol COC=1C=C(C=C2C=C(C=NC12)C)CO